C(C)(C)(C)OC([C@H](CCC(=O)NC(C(=O)NCCOCCOCC(=O)O)(C)C)NC(CCCCCCCCCCCCCCCCC(=O)OC(C)(C)C)=O)=O 2-[2-[2-[[2-[[(4S)-5-tert-butoxy-4-[(18-tert-butoxy-18-oxo-octadecanoyl)amino]-5-oxo-pentanoyl]amino]-2-methyl-propanoyl]amino]ethoxy]ethoxy]acetic acid